NC=1C(=C2C=NN(C2=CC1)[C@@H]1COCC1)N1CC2(CC2)[C@H](C1)NC(=O)OC(C)(C)C 2-methylpropan-2-yl {[(7R)-5-{5-amino-1-[(3S)-tetrahydro-3-furanyl] indazol-4-yl}-5-azaspiro[2.4]hept-7-yl] amino}carboxylate